BrC1=CN(C2=NC=CC(=C21)CN2C(N(CCC2)C2=CC(=C(C=C2)OC)OCCCCC)=O)CC(=O)N(C)C 2-(3-bromo-4-((3-(4-methoxy-3-(pentyloxy)phenyl)-2-oxotetrahydropyrimidin-1(2H)-yl)methyl)-1H-pyrrolo[2,3-b]pyridin-1-yl)-N,N-dimethylacetamide